1-methyl-1H-pyrrolo[3,2-b]pyridine-3-carboxamide CN1C=C(C2=NC=CC=C21)C(=O)N